2-ethylaminothiophene C(C)NC=1SC=CC1